N-(6-amino-5-ethyl-3-pyridyl)-2-[(2R,5S)-2-[6-[(2S)-2,4-dimethylpiperazin-1-yl]-3-pyridyl]-5-methyl-1-piperidyl]-2-oxo-acetamide NC1=C(C=C(C=N1)NC(C(=O)N1[C@H](CC[C@@H](C1)C)C=1C=NC(=CC1)N1[C@H](CN(CC1)C)C)=O)CC